BrC=1C=C2C3(CN(C2=CC1)C(=O)C1=CC(=CC=C1)S(=O)(=O)C1CCCCC1)CCCCC3 (5'-bromospiro[cyclohexane-1,3'-indolin]-1'-yl)(3-(cyclohexylsulfonyl)phenyl)methanone